tert-Butyl 3-(5-bromo-3-nitropyridin-2-yl)-3,6-diazabicyclo[3.1.1]heptane-6-carboxylate BrC=1C=C(C(=NC1)N1CC2N(C(C1)C2)C(=O)OC(C)(C)C)[N+](=O)[O-]